3-(Benzyloxy)-2-(biphenyl-3-ylmethyl)-2-[(3R)-pyrrolidin-3-yl]propanoic acid hydrochloride Cl.C(C1=CC=CC=C1)OCC(C(=O)O)([C@@H]1CNCC1)CC=1C=C(C=CC1)C1=CC=CC=C1